5-(tert-butyl)-N-(4-(2-(cyclopropanecarboxamido)pyridin-4-yl)-2-methylbenzyl)oxazole-2-carboxamide C(C)(C)(C)C1=CN=C(O1)C(=O)NCC1=C(C=C(C=C1)C1=CC(=NC=C1)NC(=O)C1CC1)C